bis(2-methylpropyl) benzene-1,2-dicarboxylate C=1(C(=CC=CC1)C(=O)OCC(C)C)C(=O)OCC(C)C